2-(tert-butyl)cyclohexanol C(C)(C)(C)C1C(CCCC1)O